6-[(1S,2S)-2-[6-(2,4-dimethoxypyrimidin-5-yl)imidazo[1,2-b]pyridazin-8-yl]cyclopropyl]-1-(2,2,2-trifluoroethyl)quinolin-4-one COC1=NC=C(C(=N1)OC)C=1C=C(C=2N(N1)C=CN2)[C@@H]2[C@H](C2)C=2C=C1C(C=CN(C1=CC2)CC(F)(F)F)=O